B([O-])(O)O.C(C(=O)O)(=O)O.C(C(=O)O)(=O)O.[Li+] lithium dioxalate borate salt